C(C(=C)C)(=O)OCC(=O)O.C(CC)(=O)O propionic acid (R,S)-2-methacryloyloxyacetate